3-((2'-methoxy-[3,4'-bipyridin]-2-yl)oxy)-N-methyl-5-(trifluoromethoxy)benzamide COC1=NC=CC(=C1)C=1C(=NC=CC1)OC=1C=C(C(=O)NC)C=C(C1)OC(F)(F)F